OC(CC(=O)OCC)(C)C1=CC=C(C=C1)C ethyl 3-hydroxy-3-(p-tolyl)butanoate